CN(C)CCCOCC ethyl dimethylaminopropyl ether